C1(CCC1)O[C@H]1C[C@@H](N(CC1)CC1=C2C=CNC2=C(C=C1OC)C)C1=CC=C(C(=O)O)C=C1 4-((2R,4R)-4-cyclobutoxy-1-((5-methoxy-7-methyl-1H-indol-4-yl)methyl)piperidin-2-yl)benzoic acid